BrC1=CC=C(\C=C/2\C(C3=CC=CC=C3CC2)=O)C=C1 (E)-2-(4-bromobenzylidene)-3,4-dihydronaphthalen-1(2H)-one